C(C)(=O)N1C(CCCCC1)=O.C(C)(=O)N1C(CCCCC1)=O N-acetyl-ε-caprolactam (N-acetyl-2-oxohexamethyleneimine)